C(CCCCCCCCCCCCC)OC(CCSCCC(=O)OCCCCCCCCCCCCCC)=O 3,3'-thiodipropionic acid ditetradecyl ester